C1OCC=2C=NC(=CC21)C(=O)N 1,3-dihydrofuro[3,4-c]pyridine-6-carboxamide